3-(4-(2-(5-amino-8-(furan-2-yl)-1-methyl-2-oxo-1H-pyrazolo[5,1-i]purin-3(2H)-yl)ethyl)piperazin-1-yl)benzamide NC=1N2C(C=3N(C(N(C3N1)CCN1CCN(CC1)C=1C=C(C(=O)N)C=CC1)=O)C)=CC(=N2)C=2OC=CC2